6-amino-N-(6-(2,6-dimethylphenyl)-3-fluoropyridin-2-yl)pyridine-2-sulfonamide methyl-4-(6,7-dimethoxynaphthalen-2-yl)-4-oxobutanoate COC(CCC(=O)C1=CC2=CC(=C(C=C2C=C1)OC)OC)=O.NC1=CC=CC(=N1)S(=O)(=O)NC1=NC(=CC=C1F)C1=C(C=CC=C1C)C